C(C1=CC=CC=C1)OC(C(=O)O)CC1=CC(=CC=C1CC1NC(CC2=CC(=C(C=C12)OCC1=CC=CC=C1)OC)([2H])[2H])OC.C(C(C)=C)C=1C(=C(C=C(C1)C)N1N=C2C(=N1)C=CC=C2)O 2-(3'-methallyl-2'-hydroxy-5'-methylphenyl)benzotriazole (Benzyloxy)-6-((7-(benzyloxy)-6-methoxy-1,2,3,4-tetrahydroisoquinolin-1-yl-3,3-d2)methyl)-3-methoxybenzyl-acetate